ClC1=C(C=C(C=C1)F)C1=CC=C(C=C1)F 2-chloro-5,4'-difluoro-[1,1'-biphenyl]